(E)-4-(2-(4-(1H-imidazol-1-yl)benzylidene)hydrazinyl)-7-fluoroquinoline N1(C=NC=C1)C1=CC=C(\C=N\NC2=CC=NC3=CC(=CC=C23)F)C=C1